tert-butyl (S)-4-((1-(4-bromophenyl)-2,2,2-trifluoroethyl)carbamoyl)piperidine-1-carboxylate BrC1=CC=C(C=C1)[C@@H](C(F)(F)F)NC(=O)C1CCN(CC1)C(=O)OC(C)(C)C